10,11-epoxy-4-chloropentacyclo[7.4.0.12,5.17,13.08,12]pentadeca-3-ene ClC1=CC2C3C4C5C6C(C3C5C(CC1C2)C4)O6